ClC1=NN(C(C=C1C(F)(F)F)=O)C(C(=O)OC)CC(C)C methyl 2-(3-chloro-6-oxo-4-(trifluoromethyl)pyridazin-1(6H)-yl)-4-methylpentanoate